C\C(=C/CC=1C(=C(C(=O)O)C(=CC1O)CCCCCCCCCCC)O)\CCC=C(C)C 3-[(2E)-3,7-dimethyloct-2,6-dien-1-yl]-2,4-dihydroxy-6-undecylbenzoic acid